N,N-Dimethyl-1-(5-ethyl-3-methoxy-2-octyloxyphenyl)methanamin CN(CC1=C(C(=CC(=C1)CC)OC)OCCCCCCCC)C